NC1=C(C=2C(=NC(=C(C2)C)C)N1C1=C(C(=CC=C1C)OC)C)C(=O)OCC1=CC=CC=C1 Benzyl 2-amino-1-(3-methoxy-2,6-dimethylphenyl)-5,6-dimethyl-1H-pyrrolo[2,3-b]pyridine-3-carboxylate